Cl.NCCNC(OCC1=CC=CC=C1)=O Benzyl (2-aminoethyl)carbamat Hydrochlorid